FC1=C(C=CC=C1)N1C(=NN=C1C1=NC=C(C=C1)S(=O)(=O)C)C1CC(C1)NC(=O)C=1C=CC=C2C=CC=NC12 N-((1S,3r)-3-(4-(2-fluorophenyl)-5-(5-(methylsulfonyl)pyridin-2-yl)-4H-1,2,4-triazol-3-yl)cyclobutyl)quinoline-8-carboxamide